5-((4-(4-(trifluoromethyl)piperidin-1-yl)phenyl)amino)-1H-indazole-1-carboxamide FC(C1CCN(CC1)C1=CC=C(C=C1)NC=1C=C2C=NN(C2=CC1)C(=O)N)(F)F